N-(3-chloro-5-(methylsulfonamido)phenyl)-5-(3-((1S)-1-(3-fluoro-5-(trifluoromethyl)phenyl)ethoxy)pyridin-2-yl)-1-methyl-1H-pyrrole-3-carboxamide ClC=1C=C(C=C(C1)NS(=O)(=O)C)NC(=O)C1=CN(C(=C1)C1=NC=CC=C1O[C@@H](C)C1=CC(=CC(=C1)C(F)(F)F)F)C